Cl.NC(N)N triaminomethane hydrochloride